FC(C(=NC)C=1C=NC(=NC1)N)(F)F 5-(2,2,2-trifluoro-1-(methylimino)ethyl)pyrimidin-2-amine